2-cyclopropyl-5'-fluoro-N,N-dimethyl-2'-((4-(7-((2-oxo-2,3-dihydro-1H-benzo[d]imidazol-5-yl)methyl)-2,7-diazaspiro[4.4]non-2-yl)pyrimidin-5-yl)oxy)-[1,1'-biphenyl]-4-carboxamide C1(CC1)C1=C(C=CC(=C1)C(=O)N(C)C)C1=C(C=CC(=C1)F)OC=1C(=NC=NC1)N1CC2(CC1)CN(CC2)CC2=CC1=C(NC(N1)=O)C=C2